[Si](C1=CC=CC=C1)(C1=CC=CC=C1)(C(C)(C)C)OC[C@H]1N(CCC1)CCCOCCOCCOCCOCC(=O)OCC ethyl 15-[(2S)-2-{[(tert-butyldiphenylsilyl)oxy]methyl}pyrrolidin-1-yl]-3,6,9,12-tetraoxapentadecanoate